C(CCCCCCC)C1=CC=C(C=C1)OC(C=1C(O)=CC=CC1)=O salicylic acid-4-octylphenyl ester